6-[3-methyl-1-(o-tolyl)-5-pyrazolyl]-2-aza-2-spiro[3.3]heptyl-methanone CC1=NN(C(=C1)C1CC2(CN(C2)C=O)C1)C1=C(C=CC=C1)C